C1(=CC=C(C=C1)S(=O)(=O)N1[C@@H](C1)C(=O)OC)C Methyl (2S)-1-(p-tolylsulfonyl)aziridine-2-carboxylate